N(=O)SC[C@H](NC(C)=O)C(=O)O S-nitroso-N-acetyl-cysteine